homoterephthalate C(CC1=CC=C(C(=O)[O-])C=C1)(=O)[O-]